(S)-2-amino-3-(3-(4-((5-(trifluoromethyl)pyridin-2-yl)oxy)phenyl)-1,2,4-oxadiazol-5-yl)propan-1-ol N[C@H](CO)CC1=NC(=NO1)C1=CC=C(C=C1)OC1=NC=C(C=C1)C(F)(F)F